BrC=1C(=NC(=CC1)Cl)C(C(=O)N)(CC)C (3-bromo-6-chloropyridin-2-yl)-2-methylbutanamide